7-cyano-7-deaza-guanine C(#N)C1C=NC=2N=C(NC(C12)=O)N